F[C@H]1CNCC[C@@H]1OC1CN(C1)C1=CC=CC=2N(C(N(C21)C)=O)C2C(NC(CC2)=O)=O 3-[4-[3-[[(3S,4S)-3-fluoro-4-piperidinyl]oxy]azetidin-1-yl]-3-methyl-2-oxo-benzimidazol-1-yl]piperidine-2,6-dione